6-fluoro-4-{8-fluoro-2-methanesulfinyl-5-[(2S)-2-methylazetidin-1-yl]pyrido[4,3-d]pyrimidin-7-yl}-5-[2-(triisopropylsilyl)ethynyl]quinazolin-2-ol FC=1C(=C2C(=NC(=NC2=CC1)O)C1=C(C=2N=C(N=CC2C(=N1)N1[C@H](CC1)C)S(=O)C)F)C#C[Si](C(C)C)(C(C)C)C(C)C